4-cyano-4-(dodecyl-sulfonyl-thio)sulfonyl-valeric acid C(#N)C(CCC(=O)O)(C)S(=O)(=O)SS(=O)(=O)CCCCCCCCCCCC